CC(C=O)C1=CC=C(C=C1)C(C)C α-methyl-4-(1-methylethyl)benzeneacetaldehyde